C(C)(C)(C)OC(C(CC1=C(C=CC=C1)I)N=C(C1=CC=CC=C1)C1=CC=CC=C1)=O 2-([diphenylmethylene]amino)-3-(2-iodophenyl)propanoic acid tert-butyl ester